O[C@H](C(=O)OCC1=CC(=NC(=C1)Cl)Cl)C (2,6-Dichloropyridin-4-yl)methyl (S)-2-hydroxypropanoate